1,2-di(2-nitrophenyl)ethanol [N+](=O)([O-])C1=C(C=CC=C1)C(CC1=C(C=CC=C1)[N+](=O)[O-])O